OCCN1C(C2=CC=3C(N(C(C3C=C2C1=O)=O)CCO)=O)=O 2,6-bis-(2-hydroxy-ethyl)-1,3,5,7-tetrahydropyrrolo[3,4-f]isoindole-1,3,5,7-tetraone